ClC=1C=C2C3=C(NC2=C(C1)NC)N=CC(=C3N3CC1C(C3)C(CO1)N(C)C)C=1C=C3C(C(=CN(C3=NC1)C)C(=O)O)=O 6-[6-chloro-4-[cis-3-(dimethylamino)-2,3,3a,4,6,6a-hexahydrofuro[2,3-c]pyrrol-5-yl]-8-(methylamino)-9H-pyrido[2,3-b]indol-3-yl]-1-methyl-4-oxo-1,8-naphthyridine-3-carboxylic acid